2'-[6-amino-5-(trifluoromethyl)pyridin-3-yl]-N-[cyclopropyl(pyridin-2-yl)methyl]-5',6'-dihydrospiro[pyrrolidine-3,4'-pyrrolo[1,2-b]pyrazole]-1-carboxamide NC1=C(C=C(C=N1)C=1C=C2N(N1)CCC21CN(CC1)C(=O)NC(C1=NC=CC=C1)C1CC1)C(F)(F)F